(2S)-3-[3,5-bis(2-hydroxyethylsulfanyl)-phenyl]-2-(tert-butoxycarbonylamino)propanoic acid OCCSC=1C=C(C=C(C1)SCCO)C[C@@H](C(=O)O)NC(=O)OC(C)(C)C